Sodium (4-chloro-2-(tetrahydrofuran-2-yl) phenyl) methanesulfonate CS(=O)(=O)OC1=C(C=C(C=C1)Cl)C1OCCC1.[Na]